(2,6-dioxopiperidin-3-yl)-5-(5-hydroxypent-1-yn-1-yl)isoindoline O=C1NC(CCC1C1NCC2=CC(=CC=C12)C#CCCCO)=O